CC1=NC(=CC(=C1)C=1NC2=CC=C(C=C2C1C(C)C)C1CCN(CC1)CC(=O)NC(CC)CC)C 2-(4-(2-(2,6-dimethylpyridin-4-yl)-3-isopropyl-1H-indol-5-yl)piperidin-1-yl)-N-(pent-3-yl)acetamide